BrC1=C(C=NN(C1=O)C)N[C@@H]1C[C@@H](CN(C1)C)C1=CC=C(C(=O)N2CCC3(CC2)CCC(CC3)C3=CC=C(C=N3)C3C(NC(CC3)=O)=O)C=C1 3-[6-[3-[4-[(3R,5R)-5-[(5-bromo-1-methyl-6-oxo-pyridazin-4-yl)amino]-1-methyl-3-piperidyl]benzoyl]-3-azaspiro[5.5]undecan-9-yl]-3-pyridyl]piperidine-2,6-dione